[Na+].C(C1=CC=C(C(=O)[O-])C=C1)(=O)OC monomethyl terephthalate sodium salt